O1[C@H](COCC1)CO (2S)-1,4-dioxan-2-ylmethanol